sodium N-lauroyl-N-hydroxyethyl-β-alanine C(CCCCCCCCCCC)(=O)N(CCC(=O)O)CCO.[Na]